FC(C=1N=CC2=C(N1)CN(CC2)C(=O)[C@@H]2CC21CCN(CC1)C(=O)OC(C(F)(F)F)C(F)(F)F)(F)F 1,1,1,3,3,3-hexafluoropropan-2-yl (R)-1-(2-(trifluoromethyl)-5,6,7,8-tetrahydropyrido[3,4-d]pyrimidine-7-carbonyl)-6-azaspiro[2.5]octane-6-carboxylate